CC=1N=COC1C1=CC=C(C=C1)CNC(=O)C1NCCC1 N-{[4-(4-methyl-1,3-oxazol-5-yl)phenyl]methyl}pyrrolidine-2-carboxamide